2-Benzyl-4-(4-bromophenyl)imidazole C(C1=CC=CC=C1)C=1NC=C(N1)C1=CC=C(C=C1)Br